C(C)(C)(C)OC(=O)O[C@@H]1[C@H]([C@H](N(C1)C(=O)OC(C)(C)C)CC1=CC=C(C=C1)OC)OC(CCC1N(C(CN(C1=O)C)=O)C)=O tert-butyl (2R,3S,4S)-4-[(tert-butoxycarbonyl)oxy]-3-{[3-(1,4-dimethyl-3,6-dioxopiperazin-2-yl)propanoyl]oxy}-2-[(4-methoxyphenyl)methyl]pyrrolidine-1-carboxylate